O1C(OCC1)C=1C(=C(OCCN(C(OC(C)(C)C)=O)CCCF)C=CC1F)C tert-butyl (2-(3-(1,3-dioxolan-2-yl)-4-fluoro-2-methylphenoxy)ethyl)(3-fluoropropyl)carbamate